ClC1=NC=C(C(=N1)NCC1=CC(=CC=C1)C(N(C)C)=O)C(=O)N 2-chloro-4-((3-(dimethylcarbamoyl)benzyl)amino)pyrimidin-5-carboxamide